N-[(1S)-2-[4-[3,5-dimethyl-1-(2-trimethylsilylethoxymethyl)pyrazol-4-yl]anilino]-1-[(1R)-indan-1-yl]-2-oxo-ethyl]-2-methyl-pyrazole-3-carboxamide CC1=NN(C(=C1C1=CC=C(NC([C@H]([C@@H]2CCC3=CC=CC=C23)NC(=O)C=2N(N=CC2)C)=O)C=C1)C)COCC[Si](C)(C)C